OC([C@H]1N(CCC1)C(CCCNC(OC(C)(C)C)=O)=O)(C1=CC=CC=C1)C1=CC=CC=C1 tert-butyl (S)-(4-(2-(hydroxydiphenylmethyl)pyrrolidin-1-yl)-4-oxobutyl)carbamate